Racemic-1-(1-(8-chloro-1-oxo-1,2-dihydroisoquinolin-4-yl)ethyl)-3-(3-chloro-4-fluorophenyl)-1-methylurea ClC=1C=CC=C2C(=CNC(C12)=O)[C@@H](C)N(C(=O)NC1=CC(=C(C=C1)F)Cl)C |r|